C1(CC1)C1=NN=C2N1N=C(C=C2NCC2=NC=CC=C2)N2CCCC2 3-cyclopropyl-N-(pyridin-2-ylmethyl)-6-(pyrrolidin-1-yl)-[1,2,4]triazolo[4,3-b]pyridazin-8-amine